ClC=1C=C(C=CC1Cl)C=1N(C(=CC(C1C(=O)OCC)=O)CN1N=C(C=C1OC(F)F)C(F)(F)F)CC ethyl 2-(3,4-dichlorophenyl)-6-[[5-(difluoromethoxy)-3-(trifluoromethyl)pyrazol-1-yl]methyl]-1-ethyl-4-oxo-pyridine-3-carboxylate